S(=O)(=O)(OCOS(=O)(=O)F)F methylene bis(fluorosulfate)